Cl.NC(C(=O)NC1=C(C=C(C(=C1)COC)[C@@H](C(NCC(F)(F)F)=O)C)F)=C(C1CC1)C1CC1 (2S)-2-amino-3,3-dicyclopropyl-N-(2-fluoro-5-(methoxymethyl)-4-(1-oxo-1-((2,2,2-trifluoroethyl)amino)propan-2-yl)phenyl)propenamide hydrochloride